COC1=CC=CC2=C1OC=1CN(CCC12)CCCCOC1=CC=C2C=CC=NC2=C1 7-(4-(8-methoxy-3,4-dihydrobenzofuro[2,3-c]pyridin-2(1H)-yl)butoxy)-quinoline